N1(CCCCC1)CCOC=1C=C2C=CC(=CC2=CC1)C(=O)N 6-(2-(piperidin-1-yl)ethoxy)-2-naphth-amide